ClC1=CC=C2C(=CC(N(C2=N1)C1=CC=CC=C1)=O)O 7-chloro-4-hydroxy-1-phenyl-1,8-naphthyridin-2(1H)-one